3-{4-[(trifluoromethyl)oxy]phenyl}indazole-7-carboxamide FC(OC1=CC=C(C=C1)C1=NNC2=C(C=CC=C12)C(=O)N)(F)F